(Z)-3-(isothiazol-5-ylmethylene)-5-(8-methyl-2,3-dihydro-1H-pyrido[2,3-b][1,4]oxazin-7-yl)indolin-2-one S1N=CC=C1\C=C\1/C(NC2=CC=C(C=C12)C1=C(C2=C(OCCN2)N=C1)C)=O